6-(2,2-dimethylazetidin-1-yl)-4-fluoro-benzofuran-2-carboxylic acid CC1(N(CC1)C1=CC2=C(C=C(O2)C(=O)O)C(=C1)F)C